tert-butyl trans-3-((4,4-difluorocyclohexyl)methoxy)-4-(4-(pyridin-3-yl)-1H-1,2,3-triazol-1-yl)pyrrolidine-1-carboxylate FC1(CCC(CC1)CO[C@@H]1CN(C[C@H]1N1N=NC(=C1)C=1C=NC=CC1)C(=O)OC(C)(C)C)F